O1C(OCC1)=O dioxolaneOne